CN(/C=C/C(=O)C=1C=C2C=C(NC2=CC1OCC=1N=CSC1)CNC(=O)C1(CC1)C)C N-[[5-[(E)-3-(dimethylamino)prop-2-enoyl]-6-(thiazol-4-ylmethoxy)-1H-indol-2-yl]methyl]-1-methyl-cyclopropanecarboxamide